tert-butyl 2-(5-(2,6-dimethoxyphenyl)-1-(4-(4-hydroxybutyl)-2-isopropylphenyl)-1H-pyrazole-3-carboxamido)adamantane-2-carboxylate COC1=C(C(=CC=C1)OC)C1=CC(=NN1C1=C(C=C(C=C1)CCCCO)C(C)C)C(=O)NC1(C2CC3CC(CC1C3)C2)C(=O)OC(C)(C)C